2-(((S)-1-(1H-tetrazol-1-yl)propan-2-yl)oxy)-4-(2-((3-(3-cyanopropoxy)-1-((1r,4r)-4-((2S,6R)-2,6-dimethyl-morpholino)cyclohexyl)-1H-pyrazol-4-yl)amino)pyrimidin-5-yl)benzonitrile N1(N=NN=C1)C[C@H](C)OC1=C(C#N)C=CC(=C1)C=1C=NC(=NC1)NC=1C(=NN(C1)C1CCC(CC1)N1C[C@@H](O[C@@H](C1)C)C)OCCCC#N